5-bromo-2-(methylamino)pyridin tert-butyl-N-[1-(7-carbamoyl-6-fluoro-2-methylindazol-4-yl)piperidin-4-yl]-N-ethylcarbamate C(C)(C)(C)OC(N(CC)C1CCN(CC1)C=1C2=CN(N=C2C(=C(C1)F)C(N)=O)C)=O.BrC=1C=CC(=NC1)NC